(S)-1,3-dihydrospiro[indene-2,4'-piperidine]-1-amine dihydrochloride Cl.Cl.N1CCC2(CC1)[C@@H](C1=CC=CC=C1C2)N